C(#N)C1=NC(=CC(=C1)B(O)O)C#N 2,6-DICYANOPYRIDINE-4-BORONIC ACID